CC1(OB(OC1(C)C)C=1C=[N+]2N(C=3C(=NC=CN3)[N-]2)C1)C 8-(4,4,5,5-tetramethyl-1,3,2-dioxaborolan-2-yl)pyrazolo[1',2':1,2][1,2,3]triazolo[4,5-b]pyrazin-6-ium-5-ide